ClC=1C(=CC(=C2C=CC=NC12)C1(CC1)NC(=O)C=1C=C(OC[C@H]2N(CC2)C(=O)OC(C)(C)C)C=CC1C)C1=CN=C(S1)C tert-Butyl (S)-2-((3-((1-(8-chloro-7-(2-methylthiazol-5-yl)quinolin-5-yl)cyclopropyl)carbamoyl)-4-methylphenoxy)methyl)azetidine-1-carboxylate